C[C@@H](CN1CC2(CS(C2)(=O)=O)CC1)CC1=CC=C(C=C1)C1(CC1)C (R)-6-(2-methyl-3-(4-(1-methylcyclopropyl)phenyl)propyl)-2-thia-6-azaspiro[3.4]octane 2,2-dioxide